C(=C)C=1N=CC(=NC1)COC1=NN=C(S1)N 5-((5-vinylpyrazin-2-yl)methoxy)-1,3,4-thiadiazol-2-amine